1-(3-fluoro-4-(trifluoromethyl)phenyl)-3-(3-(3-morpholinoquinoxaline-6-carbonyl)phenyl)urea FC=1C=C(C=CC1C(F)(F)F)NC(=O)NC1=CC(=CC=C1)C(=O)C=1C=C2N=C(C=NC2=CC1)N1CCOCC1